benzyl 4-(4,4,5,5-tetramethyl-1,3,2-dioxaborolan-2-yl)thiophene-2-carboxylate CC1(OB(OC1(C)C)C=1C=C(SC1)C(=O)OCC1=CC=CC=C1)C